FC1=C(C(=O)NCC=2N=NN(C2)C(CC(NO)=O)CC2=CC3=CC=CC=C3C=C2)C=CC(=C1)F 2,4-Difluoro-N-[1-(2-hydroxycarbamoyl-1-naphthalen-2-ylmethyl-ethyl)-1H-[1,2,3]triazol-4-ylmethyl]-benzamide